FC(C(=O)O)(F)F.FC(=C1CC2(C1)CNCC2)F 2-(difluoromethylene)-6-azaspiro[3.4]octane 2,2,2-trifluoroacetate